3-(trifluoromethyl)-6-(2,5,6-trimethylpyrimidin-4-yl)-5,6,7,8-tetrahydro-1,6-naphthyridine FC(C=1C=NC=2CCN(CC2C1)C1=NC(=NC(=C1C)C)C)(F)F